COCCNC1CCC(CC1)NC1=NC=CC(=N1)C=1C=C2C(CN(C(C2=CC1)=O)C)(C)C 6-(2-(((1r,4r)-4-((2-methoxyethyl)amino)cyclohexyl)amino)pyrimidin-4-yl)-2,4,4-trimethyl-3,4-dihydroisoquinolin-1(2H)-one